CN1C(N(C=2C1=NC=C(C2)C2=CC(=C(C(=C2)F)F)F)CC=2C=NC=CC2)=O 3-methyl-1-(3-pyridylmethyl)-6-(3,4,5-trifluorophenyl)imidazo[4,5-b]pyridin-2-one